((1R,4R,7R)-7-amino-2-azabicyclo[2.2.1]hept-2-yl)(2-(3-ethyl-9-fluoro-2,3-dihydro-1H-pyrrolo[1,2,3-de]quinoxalin-5-yl)-7-fluoro-1-methyl-1H-benzo[d]imidazol-5-yl)methanone N[C@H]1[C@@H]2N(C[C@H]1CC2)C(=O)C2=CC1=C(N(C(=N1)C1=CC=3C=4N1C(CNC4C(=CC3)F)CC)C)C(=C2)F